C(CCCC(=O)N)(=O)N penta-anediamide